N-(1-(4-fluorophenyl)-2-methylpropan-2-yl)-6-methyl-1H-pyrrolo[2,3-b]pyridine-5-carboxamide FC1=CC=C(C=C1)CC(C)(C)NC(=O)C=1C=C2C(=NC1C)NC=C2